O1CCN(CC1)C=1C=C(C(=O)NC=2SC=C(C2C(=O)O)C2CC3=CC=CC=C3CC2)C=CC1 2-[(3-morpholinobenzoyl)amino]-4-tetrahydronaphthalen-2-yl-thiophene-3-carboxylic acid